N-(4-((2-(1,1-difluoroethyl)-6-methylpyrimidin-4-yl)amino)-5-((5-methyloxazol-2-yl)methoxy)pyridin-2-yl)acetamide FC(C)(F)C1=NC(=CC(=N1)NC1=CC(=NC=C1OCC=1OC(=CN1)C)NC(C)=O)C